tributyl-methyl-ammonium tributyl-phosphate C(CCC)OP(=O)(OCCCC)OCCCC.C(CCC)[N+](C)(CCCC)CCCC